5-t-butyl-4-hydroxypalmityl benzoate C(C1=CC=CC=C1)(=O)OCCCC(C(CCCCCCCCCCC)C(C)(C)C)O